12-Bromo-7-phenyltetraphene BrC1=C2C=CC=CC2=C(C2=CC=C3C=CC=CC3=C12)C1=CC=CC=C1